2-[3-(1,3-thiazol-4-yl)-1H,4H,5H,6H,7H-pyrazolo[4,3-c]pyridine-5-carbonyl]indolizine S1C=NC(=C1)C1=NNC2=C1CN(CC2)C(=O)C=2C=C1C=CC=CN1C2